Tert-butyl 6-(3-((S)-4-(((R)-1,4-dioxan-2-yl)methyl)-2-(difluoromethyl)-2-ethylpiperazin-1-yl)-5-methyl-1H-pyrazol-1-yl)-2-azaspiro[3.3]heptane-2-carboxylate O1[C@@H](COCC1)CN1C[C@@](N(CC1)C1=NN(C(=C1)C)C1CC2(CN(C2)C(=O)OC(C)(C)C)C1)(CC)C(F)F